ClC1=CC=C2C(=CNC2=C1C)\C=C\1/NC(N(C1=O)C(C(=O)NC(CO)CO)C1=CC=C(C=C1)C#N)=O (Z)-2-(4-((6-chloro-7-methyl-1H-indol-3-yl)methylene)-2,5-dioxoimidazolidin-1-yl)-2-(4-cyanophenyl)-N-(1,3-dihydroxypropan-2-yl)acetamide